cis-N-(3-Amino-2,4-difluorophenyl)-5-(3-(3-bromo-5-(pentafluoro-λ6-sulfanyl)phenyl)-2,2-dichlorocyclopropane-1-carboxamido)-2-chlorobenzamide NC=1C(=C(C=CC1F)NC(C1=C(C=CC(=C1)NC(=O)[C@@H]1C([C@@H]1C1=CC(=CC(=C1)S(F)(F)(F)(F)F)Br)(Cl)Cl)Cl)=O)F